C(#N)C=1C(=NC(=C(C1CC)C#N)N(CCNC)C)SC(C(=O)N)C1=CC=CC=C1 2-((3,5-Dicyano-4-ethyl-6-(methyl(2-(methylamino)ethyl)amino)pyridin-2-yl)thio)-2-phenylacetamide